(7-hydroxy-3-methyl-1H-indazole-5-carbonyl)-2-(1-hydroxy-2-methylpropan-2-yl)-5H-spiro[benzo[d]thiazole-6,4'-piperidin]-4(7H)-one OC=1C=C(C=C2C(=NNC12)C)C(=O)N1CCC2(CC1)CC1=C(N=C(S1)C(CO)(C)C)C(C2)=O